F[C@@H]1[C@@]2(CCC[C@](CC1)(N2)C)C (1S,2S,3R,5R)-2-fluoro-1,5-dimethyl-9-azabicyclo[3.3.1]nonan